Ethyl (3bR,4aR)-1-(2-oxo-2-(4-(o-tolylamino)piperidin-1-yl)ethyl)-3b,4,4a,5-tetrahydro-1H-cyclopropa[3,4]cyclopenta[1,2-c]pyrazole-3-carboxylate O=C(CN1N=C(C2=C1C[C@@H]1[C@H]2C1)C(=O)OCC)N1CCC(CC1)NC1=C(C=CC=C1)C